CC1=C(OC=2CCC3=CN(N=C3C21)CC2=NC=CC=C2)C(=O)NCC2=NN=CN2 8-Methyl-2-(pyridin-2-ylmethyl)-N-(4H-1,2,4-triazol-3-ylmethyl)-4,5-dihydro-2H-furo[2,3-g]indazole-7-carboxamide